(4aR,6R,7R,8R,8aR)-6-((3-(tert-butyl)isoxazol-5-yl)methyl)-8-(4-(2,3-difluoro-4-methylphenyl)-1H-1,2,3-triazol-1-yl)-2,2-dimethylhexahydropyrano[3,2-d][1,3]dioxin-7-ol C(C)(C)(C)C1=NOC(=C1)C[C@@H]1[C@@H]([C@H]([C@H]2OC(OC[C@H]2O1)(C)C)N1N=NC(=C1)C1=C(C(=C(C=C1)C)F)F)O